tripentylphenylalanine allyl ester C(C=C)OC([C@@](N)(C(C1=CC=CC=C1)(CCCCC)CCCCC)CCCCC)=O